tert-butyl 2-[2-(3,5-dichloro-2-oxopyrazin-1-yl)cyclopentyl]acetate ClC=1C(N(C=C(N1)Cl)C1C(CCC1)CC(=O)OC(C)(C)C)=O